(3,5-dimethylphenyl)acetonitrile CC=1C=C(C=C(C1)C)CC#N